FC1=C(C=C(C=C1)S(=O)(=O)N(C)CC1=CC=C(C=C1)OC)C=1N=C2N(C1)CC(C2)C(F)(F)F 4-fluoro-N-(4-methoxybenzyl)-N-methyl-3-(6-trifluoromethyl-6,7-Dihydro-5H-pyrrolo[1,2-a]imidazol-2-yl)benzenesulfonamide